CS(=O)(=O)N1CC=C(C=C1)C1=CN=CC(=N1)C1=CC(=CS1)NC(CCCC)=O N-(5-(6-(1-(methylsulfonyl)pyridin-4-yl)pyrazin-2-yl)thiophen-3-yl)pentanamide